N[Pd](N)(N)(N)(Cl)Cl tetra-aminopalladium dichloride